C1(CC1)/C=C/C1=C2N=C(NC2=NC=N1)CN1C(C(=CC=C1)NC([C@H](CC\C=C\C(=O)N(C)C)NC(OC)=O)=O)=O methyl ((S,E)-1-((1-((6-((E)-2-cyclopropylvinyl)-9H-purin-8-yl)methyl)-2-oxo-1,2-dihydropyridin-3-yl)amino)-7-(dimethylamino)-1,7-dioxohept-5-en-2-yl)carbamate